N-((6-(piperidin-4-yl)pyridin-2-yl)methyl)-5-(tetrahydro-2H-pyran-4-yl)-7H-pyrrolo[2,3-d]pyrimidin-4-amine N1CCC(CC1)C1=CC=CC(=N1)CNC=1C2=C(N=CN1)NC=C2C2CCOCC2